1-(4-(4-amino-5-(7-methoxy-5-methylbenzothien-2-yl)-7H-pyrrolo[2,3-d]pyrimidin-7-yl)piperidin-1-yl)prop-2-en-1-one NC=1C2=C(N=CN1)N(C=C2C=2SC1=C(C2)C=C(C=C1OC)C)C1CCN(CC1)C(C=C)=O